CC=1OC2=C(C1C)C=CC=C2 2,3-dimethyl-benzofurane